(1s,4s)-4-(4-Hydroxy-1-oxoisoindolin-2-yl)-N-(3-methoxy-4-methylphenyl)cyclohexanecarboxamide OC1=C2CN(C(C2=CC=C1)=O)C1CCC(CC1)C(=O)NC1=CC(=C(C=C1)C)OC